pent-1-yne C#CCCC